C12(CCC(C1)C2)NC(CN2C(C(=CC=C2)NC([C@H](CCC(C(=O)NC)=O)NC(=O)C2=CN=C(O2)C(C)C)=O)=O)=O (S)-N1-(1-(2-(bicyclo[2.1.1]hexan-1-ylamino)-2-oxoethyl)-2-oxo-1,2-dihydropyridin-3-yl)-2-(2-isopropyloxazole-5-carboxamido)-N6-methyl-5-oxohexanediamide